(12R,16R)-13-ethyl-8-methoxy-12-methyl-16-(3,3,3-trifluoropropyl)-12,13,16,17,18,19,20,21-octahydro-6,23:11,7-di(azeno)imidazo[2,1-c][1,4,13,15]oxatriazacyclohenicosin-14(15H)-one C(C)N1[C@@H](C=2C=CC(=C(C3=CN4C(C(OCCCCC[C@@H](NC1=O)CCC(F)(F)F)=N3)=NC=C4)N2)OC)C